C1(CC1)C1=C(C=NC2=CC=CN=C12)NC1=CC=C(C=C1)[C@@H](C(F)(F)F)N(C(=O)C1CCC(CC1)C(=O)O)C (1S,4r)-4-(((S)-1-(4-((4-cyclopropyl-1,5-naphthyridin-3-yl)amino)phenyl)-2,2,2-trifluoroethyl)(methyl)carbamoyl)cyclohexane-1-carboxylic acid